C(C)(C)(C)OC(=O)N1C(CCC1C(C)C)=O N-tert-Butoxycarbonyl-5-isopropyl-2-pyrrolidone